ClC=1C=C(C2=C(C=C(O2)CNC(=O)C=2C3=C(C=NC2)N=CN3C)C1)C(=O)O 5-Chloro-2-((1-methyl-1H-imidazo[4,5-c]pyridine-7-carboxamido)methyl)benzofuran-7-carboxylic acid